5-(4-(trifluoromethyl)-phenoxy)-2-(3-((trifluoro-methyl)sulfonyl)cyclohexyl)-1,2,3,4-tetrahydro-isoquinoline FC(C1=CC=C(OC2=C3CCN(CC3=CC=C2)C2CC(CCC2)S(=O)(=O)C(F)(F)F)C=C1)(F)F